C(C1=CC=CC=C1)OC(=O)N1C[C@](CC1)(C(=O)O)C (3S)-1-benzyloxycarbonyl-3-methyl-pyrrolidine-3-carboxylic acid